FC=1C=C(C=CC1)C1=CC(=C(S1)C(=O)NC1=NC=C(C=C1)C)NC(=O)N 5-(3-fluorophenyl)-N-(5-methylpyridin-2-yl)-3-ureidothiophene-2-carboxamide